FC(C1CC2(CN(C2)C(=O)C=2C(=NC=CN2)N2CCN(CC2)C(C=C)=O)C1)(F)F (4-(3-(6-(trifluoromethyl)-2-azaspiro[3.3]heptane-2-carbonyl)pyrazin-2-yl)piperazin-1-yl)prop-2-en-1-one